OC(C(=O)C1=C(C=CC=C1)S(=O)(=O)NCCO)C 2-hydroxypropionyl-N-(2-hydroxyethyl)benzenesulfonamide